CN([C@H]1CN(CC1)C1=CC(=C(C=C1)NC1=NC=C(C(=N1)C1=CC2=C(C(N(CCS2(=O)=O)C)=O)S1)C(F)(F)F)CC)C (R)-7-(2-((4-(3-(dimethylamino)pyrrolidin-1-yl)-2-ethylphenyl)amino)-5-(trifluoromethyl)pyrimidin-4-yl)-4-methyl-3,4-dihydrothieno[2,3-f][1,4]thiazepin-5(2H)-one 1,1-dioxide